The molecule is a DiHETE that is 5-HETE carrying an additional hydroxy substituent at position 20. It has a role as a human xenobiotic metabolite. It is a dihydroxyicosatetraenoic acid and an omega-hydroxy fatty acid. It derives from a 5-HETE. It is a conjugate acid of a 5,20-DiHETE(1-). C(CC/C=C\\C/C=C\\C/C=C\\C=C\\C(CCCC(=O)O)O)CCO